4,4'-methylene-bis-(3-chloro-2,6-diethylaniline) C(C1=C(C(=C(N)C(=C1)CC)CC)Cl)C1=C(C(=C(N)C(=C1)CC)CC)Cl